(3S)-1,3-dihydrospiro[inden-2,4'-piperidin]-3-amine dihydrochloride Cl.Cl.N1CCC2(CC1)CC1=CC=CC=C1[C@H]2N